C(CCCCCCCCCCC)SCCC(=O)OCCCOC(CCSCCCCCCCCCCCC)=O 3-propanediyl bis[3-(dodecylthio) propionate]